2-Methyl-pentanoic acid 7-[4-(4-benzo[b]thiophen-4-ylpiperazin-1-yl)butoxy]-4,4-dimethyl-2-oxo-3,4-dihydro-2H-quinolin-1-ylmethyl ester S1C2=C(C=C1)C(=CC=C2)N2CCN(CC2)CCCCOC2=CC=C1C(CC(N(C1=C2)COC(C(CCC)C)=O)=O)(C)C